(R)-2-(2,6-dioxopiperidin-3-yl)-4-((1-methyl-6-(2-methylpyridin-4-yl)-1H-indazol-5-yl)amino)isoindoline-1,3-dione O=C1NC(CC[C@H]1N1C(C2=CC=CC(=C2C1=O)NC=1C=C2C=NN(C2=CC1C1=CC(=NC=C1)C)C)=O)=O